(R)-3-(N-methylmethylsulfonamido)pyrrolidin CN(S(=O)(=O)C)[C@H]1CNCC1